carboxyl-propyl-trimethoxysilane C(=O)(O)CO[Si](OC)(OC)CCC